titanium aluminum lithium Phosphate P(=O)([O-])([O-])[O-].[Li+].[Al+3].[Ti+4]